(1R,4r)-4-((R)-1-aminoethyl)-N-(pyridine-4-yl)cyclohexanecarboxamide N[C@H](C)C1CCC(CC1)C(=O)NC1=CC=NC=C1